CC1=C(CC2N(C(C3=NC=CC=C32)=O)CC3=CC2=C(NC(O2)=O)C=C3)C=CC=C1 6-((5-(2-methylbenzyl)-7-oxo-5,7-dihydro-6H-pyrrolo[3,4-b]pyridin-6-yl)methyl)benzo[d]oxazol-2(3H)-one